NC1=C(C(=NN1C1(CC1)C)C1=NC=C(C=C1)C(C)C(NC1=CC(=NO1)CC(C)(C)C)=O)C(=O)N 5-Amino-3-[5-(1-[[3-(2,2-dimethylpropyl)-1,2-oxazol-5-yl]carbamoyl]ethyl)pyridin-2-yl]-1-(1-methylcyclopropyl)pyrazole-4-carboxamide